(4-((2S,4S)-4-ethoxy-1-((5-methoxy-7-methyl-1H-indol-4-yl)methyl)piperidin-2-yl)benzoyl)aspartic acid C(C)O[C@@H]1C[C@H](N(CC1)CC1=C2C=CNC2=C(C=C1OC)C)C1=CC=C(C(=O)N[C@@H](CC(=O)O)C(=O)O)C=C1